3-Bromopropan-1-amine BrCCCN